Ethanethioic Acid, S-(2-Methyl-3-Furanyl) Ester C(C)(SC1=C(OC=C1)C)=O